(2S,3R,4R,5S)-2-(hydroxymethyl)-1-(2-((1r,4R)-4-(trifluoromethyl)cyclohexyl)ethyl)piperidine-3,4,5-triol OC[C@@H]1N(C[C@@H]([C@H]([C@@H]1O)O)O)CCC1CCC(CC1)C(F)(F)F